C(C)C1(C=CC=C1)[Hf](N(CC)C)(N(C)CC)C1(C=CC=C1)CC Bis(ethylcyclopentadienyl)bis(ethylmethylamino)hafnium